5-methoxycarbonyl-bornene COC(=O)C1C2C=CC(C1)(C2(C)C)C